C(CC)S(=O)(=O)OS(=O)(=O)CCC propanesulfonic anhydride